(S,E)-N-((3-chloro-5-fluoropyridin-2-yl)methylene)-2-methylpropane-2-sulfinamide ClC=1C(=NC=C(C1)F)\C=N\[S@@](=O)C(C)(C)C